N-(4-((1,2,3,4-tetrahydroacridin-9-yl)amino)butyl)piperidine-3-carboxamide C1CCCC2=NC3=CC=CC=C3C(=C12)NCCCCNC(=O)C1CNCCC1